COCCOC1CCC(CC1)NC(=O)C1=NC(=NC(=C1)C)C1=CN=CN1C N-((1r,4r)-4-(2-methoxyethoxy)cyclohexyl)-6-methyl-2-(1-methyl-1H-imidazol-5-yl)pyrimidine-4-carboxamide